COC1=NC=C(C2=C1N=C(S2)NC(=O)C=2C=NN(C2)C)N(C)CC(C)OC 1-Methyl-1H-pyrazole-4-carboxylic acid {4-methoxy-7-[(2-methoxypropyl)-methyl-amino]-thiazolo[4,5-c]pyridin-2-yl}-amide